FC=1C=C2C=C(COC2=CC1)N1CCCC1 6-fluoro-3-pyrrolidin-1-yl-chromen